2,2-dimethyl-1-(3-methyldimethoxysilylpropyl)-1-aza-2-silacyclopentane C[Si]1(N(CCC1)CCC[Si](OC)(OC)C)C